OC1COC(CCCCCCCCCCCC(OC1)=O)=O 3-hydroxy-1,5-dioxacyclooctadecane-6,18-dione